[N-](S(=O)(=O)C(F)(F)F)S(=O)(=O)C(F)(F)F.C(CCC)[N+]1(CCCC1)C 1-butyl-1-methyl-pyrrolidinium bistrifluoromethanesulfonimide